S(=O)(=O)(ON1[C@@H]2CC[C@H](N(C1=O)C2)C(NC(=O)C2=NN=CN2C)=N)O (2S,5R)-2-(N-(4-methyl-4H-1,2,4-triazole-3-carbonyl) carbamimidoyl)-7-oxo-1,6-diazabicyclo[3.2.1]octan-6-yl hydrogen sulfate